2-(5-(1-(3-fluorophenyl)-2,3-dihydro-1H-benzo[d]pyrrolo[1,2-a]imidazol-7-yl)pyrimidin-2-yl)propan-2-ol FC=1C=C(C=CC1)C1CCC=2N1C1=C(N2)C=CC(=C1)C=1C=NC(=NC1)C(C)(C)O